CC1=C(C(=C(C1([Hf]C1(C=CC2=CC=3CCCC3C=C12)CC1=CC=CC=C1)C)C)C)C pentamethylcyclopentadienyl(1-benzyl-1,5,6,7-tetrahydro-s-indacenyl)hafnium